(4-isopropyl-5-(8-methyl-[1,2,4]triazolo[1,5-a]pyridin-6-yl)-1H-pyrazol-3-yl)(4-(pyridin-4-yl)piperazin-1-yl)methanone C(C)(C)C=1C(=NNC1C=1C=C(C=2N(C1)N=CN2)C)C(=O)N2CCN(CC2)C2=CC=NC=C2